C(CCCCCC(C)C)C1(C(=O)O)C(C(=O)O)(C=CC=C1)CCCCCCC(C)C.C1CCCCC1 Cyclohexane 1,2-diisononyl-phthalate